O1[C@@H](COCC1)COC1=NC(N2C(C3=CC=C(C=C3CC2)C#CC(C)C)=C1)=O 2-((S)-1-[1,4]Dioxan-2-ylmethoxy)-9-(3-methyl-but-1-ynyl)-6,7-dihydro-pyrimido[6,1-a]isoquinolin-4-one